FC1=NC2=C(C(=C(C=C2C(=N1)N1C[C@H]2CC[C@@H](C1)N2C(=O)OC(C)(C)C)F)C2=CC(=CC1=CC=CC(=C21)C#C[Si](C(C)C)(C(C)C)C(C)C)OCOC)F Tert-butyl (1R,5S)-3-(2,6,8-trifluoro-7-(3-(methoxymethoxy)-8-((triisopropylsilyl)ethynyl)naphthalen-1-yl)quinazolin-4-yl)-3,8-diazabicyclo[3.2.1]octane-8-carboxylate